C=C(C(=O)O)CC(NC1(CCC1)C1=CC=C(C=C1)C(F)(F)F)=O 2-methylene-4-oxo-4-((1-(4-(trifluoromethyl)phenyl)cyclobutyl)amino)butanoic acid